6-((4-Methylpiperazin-1-yl)methyl)-1,2,3,4-tetrahydroisoquinoline hydrochloride Cl.CN1CCN(CC1)CC=1C=C2CCNCC2=CC1